ClC(C(CC(=O)Cl)(C)C)CCl 4,5-dichloro-3,3-dimethylpentanoyl chloride